C(C)OC1=NC=CC=C1C1=NC=2CN(C[C@@]3([C@@H](CN(CC3)C3=C(C(=CC=C3)OC)C(F)(F)F)CC)C2C=C1)C(=O)[C@H]1NCCC1 |r| rac-[(3'S,5S)-2-(2-ethoxypyridin-3-yl)-3'-ethyl-1'-[3-methoxy-2-(trifluoromethyl)phenyl]spiro[6,8-dihydro-1,7-naphthyridine-5,4'-piperidine]-7-yl]-[(2S)-pyrrolidin-2-yl]methanone